FC(C=1C(=C(C=C(C1)[N+](=O)[O-])[C@@H](C)NS(=O)C(C)(C)C)F)F N-((R)-1-(3-(difluoromethyl)-2-fluoro-5-nitrophenyl)ethyl)-2-methylpropane-2-sulfinamide